1-(3-Methylbenzenesulfonyl)azetidine-3-carboxylic acid CC=1C=C(C=CC1)S(=O)(=O)N1CC(C1)C(=O)O